2-(3,5-di-tert-butyl-4-hydroxyphenyl)-1-(3-methoxyphenyl)-2-(p-tolyl)ethan-1-one C(C)(C)(C)C=1C=C(C=C(C1O)C(C)(C)C)C(C(=O)C1=CC(=CC=C1)OC)C1=CC=C(C=C1)C